C1(=CC(=CC=C1)C1=NC(=NC(=N1)C1=CC(=CC=C1)Cl)C1=CC(=CC=C1)Cl)C1=CC=CC=C1 2-([1,1'-biphenyl]-3-yl)-4,6-bis(3-chlorophenyl)-1,3,5-triazine